BrC=CCC1(C(NC(NC1=O)=O)=O)C(C)CC bromoallyl-5-sec-butylbarbituric acid